N,N'-(hexane-1,6-diyl)bis[3-(3,5-di-tert-butyl-4-hydroxyphenyl)propanamide] C(CCCCCNC(CCC1=CC(=C(C(=C1)C(C)(C)C)O)C(C)(C)C)=O)NC(CCC1=CC(=C(C(=C1)C(C)(C)C)O)C(C)(C)C)=O